F[P-](F)(F)(F)(F)F.CNC N-methylmethanamine hexafluorophosphate